N-(2-ethynyl-4-fluorophenyl)-4-methylbenzenesulfonamide C(#C)C1=C(C=CC(=C1)F)NS(=O)(=O)C1=CC=C(C=C1)C